ClC1=CC=C(OCCNC(=O)C2CCN(CC2)C(CCOC2=CC=C(C=C2)Cl)=O)C=C1 N-(2-(4-Chlorophenoxy)ethyl)-1-(3-(4-chlorophenoxy)propanoyl)piperidin-4-carboxamid